2-methyloxirane-2-carboxylic acid CC1(OC1)C(=O)O